C(CCC\C=C/C=C/CCCC)O (Z,E)-5,7-dodecadienol